3-[[6-[5-carboxypentyl(3-sulfonatopropyl)amino]-1,1-dimethyl-2H-xanthen-10-ium-3-yl]amino]propan-1-sulfonat C(=O)(O)CCCCCN(C=1C=C2[O+]=C3C=C(CC(C3=CC2=CC1)(C)C)NCCCS(=O)(=O)[O-])CCCS(=O)(=O)[O-]